NC1=CC(=C(C=N1)N1C=C(C(C2=CC(=C(N=C12)N1CC2=CC=C(C=C2C1)OC)Cl)=O)C(=O)O)C 1-(6-amino-4-meth-ylpyridin-3-yl)-6-chloro-7-(5-meth-oxyisoindolin-2-yl)-4-oxo-1,4-dihydro-1,8-naphthyridine-3-carboxylic acid